1-(pyrimidin-2-yl)-1H-1,2,4-triazol N1=C(N=CC=C1)N1N=CN=C1